3,5-bis-(trifluoromethyl)phenyl-boronic acid FC(C=1C=C(C=C(C1)C(F)(F)F)B(O)O)(F)F